C(#N)C1=NC=C2C=CC(=NC2=C1)C12CN(CCC2C1)C(=O)OC methyl 1-(7-cyano-1,6-naphthyridin-2-yl)-3-azabicyclo[4.1.0]heptane-3-carboxylate